ClC=1C=C2C(=NC=NC2=CC1C1=C(C=CC=C1)F)N1[C@H](CN(CC1)CC1=C(C(=C(C(=C1SC)F)F)F)F)C (S)-6-chloro-7-(2-fluorophenyl)-4-(2-methyl-4-(2,3,4,5-tetrafluoro-6-(methylthio)benzyl)piperazin-1-yl)quinazoline